ClC1=CC(N(C=N1)CC1(CCN(CC1)C(C[C@@H](C)C1=CC=CC=C1)=O)O)=O (R)-6-chloro-3-((4-hydroxy-1-(3-phenylbutanoyl)piperidin-4-yl)methyl)pyrimidin-4(3H)-one